3-bromo-N-(3-fluoro-4-(3-fluoro-1-((2-(trimethylsilyl)ethoxy)methyl)-1H-pyrazol-4-yl)phenyl)-1-methyl-1H-1,2,4-triazol-5-amine BrC1=NN(C(=N1)NC1=CC(=C(C=C1)C=1C(=NN(C1)COCC[Si](C)(C)C)F)F)C